C(C)(=O)O[C@H]1C(O[C@@H]([C@H]([C@@H]1OC(C)=O)OC(C)=O)C(=O)OC)OCC 2-ethoxy-6-(3R,4S,5S,6S)-(methoxycarbonyl)tetrahydro-2H-pyran-3,4,5-triyl triacetate